[7-bromo-6-methoxy-1-(3-thienyl)benzofuro[3,2-c]pyrazol-3-yl]-(3,3-dimethylmorpholin-4-yl)methanone BrC=1C(=CC2=C(C1)C=1N(N=C(C1O2)C(=O)N2C(COCC2)(C)C)C2=CSC=C2)OC